6-(3-methoxy-2-methylphenyl)-2-(5-(2-methoxyethylamino)pyrimidin-2-yl)phthalazin-1(2H)-one COC=1C(=C(C=CC1)C=1C=C2C=NN(C(C2=CC1)=O)C1=NC=C(C=N1)NCCOC)C